[Sb].[Ag].[Mg] magnesium-silver-antimony